(1R,3S,5R)-2-(2-(4-amino-7-fluoro-6-methoxy-9H-pyrimido[4,5-b]indol-9-yl)acetyl)-N-(6-bromopyridin-2-yl)-5-methyl-2-azabicyclo[3.1.0]hexane-3-carboxamide NC1=NC=NC=2N(C3=CC(=C(C=C3C21)OC)F)CC(=O)N2[C@@H]1C[C@@]1(C[C@H]2C(=O)NC2=NC(=CC=C2)Br)C